F[C@H]1CN(CC[C@H]1NC1=C2C=C(N(C2=CC=C1)CC(F)(F)F)C1=NN=C(O1)CNC(C1=C(C=CC=C1)OC)=O)C |r| (+/-)-N-((5-(4-(((3S,4R)-3-fluoro-1-methylpiperidin-4-yl)amino)-1-(2,2,2-trifluoroethyl)-1H-indol-2-yl)-1,3,4-oxadiazol-2-yl)methyl)-2-methoxybenzamide